2-(2-Naphthyl)acetylguanidin C1=C(C=CC2=CC=CC=C12)CC(=O)NC(=N)N